tert-Butyl 4-[(3,4-diamino-5-fluorophenyl)methyl]piperidine-1-carboxylate NC=1C=C(C=C(C1N)F)CC1CCN(CC1)C(=O)OC(C)(C)C